N1=CC=C2N1C=CC=N2 PYRAZOLO(1,5-A)PYRIMIDINE